tert-butyl (2-((5,6-dimethyl-6H-pyrido[4,3-b]carbazol-9-yl)oxy)ethyl)(methyl)carbamate CC1=C2C(=CC=3C=4C=C(C=CC4N(C13)C)OCCN(C(OC(C)(C)C)=O)C)C=NC=C2